NC1=NC=C(C2=C1C=NN2COCC[Si](C)(C)C)NC(=O)C(=O)N(CC2=NC=C(C=C2)C(F)(F)F)[C@@H]2[C@H](CCC2)OC(F)F N-[4-amino-1-(2-trimethylsilylethoxymethyl)pyrazolo[4,3-c]pyridin-7-yl]-N'-[(1S,2S)-2-(difluoromethoxy)cyclopentyl]-N'-[[5-(trifluoromethyl)-2-pyridyl]methyl]oxamide